2-ethyl-6-methyl-N-(3-(4-(pyrazin-2-yl)phenyl)propyl)thieno[2,3-d]pyrimidin-4-amine C(C)C=1N=C(C2=C(N1)SC(=C2)C)NCCCC2=CC=C(C=C2)C2=NC=CN=C2